NC1=C(C=C(C(=C1)C)OC)O 2-amino-5-methoxy-4-methylphenol